5-(2,4-Difluorophenyl)-N-[4-[(6,7-dimethoxy-1,5-naphthyridin-4-yl)oxy]-3-fluorophenyl]-4-hydroxy-2-(methoxymethyl)-6-methylpyridine-3-carboxamide FC1=C(C=CC(=C1)F)C=1C(=C(C(=NC1C)COC)C(=O)NC1=CC(=C(C=C1)OC1=CC=NC2=CC(=C(N=C12)OC)OC)F)O